(3,6-dimethyl-2,3-dihydro-4H-benzo[b][1,4]oxazin-4-yl)(4-fluorophenyl)methanone CC1N(C2=C(OC1)C=CC(=C2)C)C(=O)C2=CC=C(C=C2)F